(S)-(4-(7-(2-(2-hydroxypropan-2-yl)pyridin-4-yl)furo[3,2-b]pyridin-2-yl)phenyl)(2-(trifluoromethyl)pyrrolidin-1-yl)methanone OC(C)(C)C1=NC=CC(=C1)C1=C2C(=NC=C1)C=C(O2)C2=CC=C(C=C2)C(=O)N2[C@@H](CCC2)C(F)(F)F